[C-]#N.[Li+] Lithium cyanid